2-amino-2-(1-methyl-3-prop-1-ynyl-pyrrolo[2,3-c]pyridin-4-yl)acetonitrile NC(C#N)C1=C2C(=CN=C1)N(C=C2C#CC)C